ClC1=CC=C(C=C1)C(C(=O)N[C@H](C(=O)N[C@H](CCC(=O)OCC)C(=O)OCC)C1CCCCC1)(C)C Diethyl ((S)-2-(2-(4-chlorophenyl)-2-methylpropanamido)-2-cyclohexylacetyl)-D-glutamate